FC1=C(C=C(C=C1C)N1N=C2C([C@@H](N(CC2)C(=O)OC(C)(C)C)C)=C1NC(NC12C3C4C5(C3C1C5C24)NC(=O)OC(C)(C)C)=O)C tert-Butyl (4S)-2-(4-fluoro-3,5-dimethylphenyl)-4-methyl-3-[[4-[(2-methylpropan-2-yl)oxycarbonylamino]cuban-1-yl]carbamoylamino]-6,7-dihydro-4H-pyrazolo[4,3-c]pyridine-5-carboxylate